C(C)C(C#C)=C 3-ethyl-3-Butene-1-yne